(3S,4S)-1-Cyclopentyl-4-{[5-(2,4-difluoro-phenyl)-isoxazole-3-carbonyl]-amino}-piperidine-3-carboxylic acid ((1R)-1-pyridin-2-yl-ethyl)-amide N1=C(C=CC=C1)[C@@H](C)NC(=O)[C@H]1CN(CC[C@@H]1NC(=O)C1=NOC(=C1)C1=C(C=C(C=C1)F)F)C1CCCC1